((2-(3,5-dichlorophenyl)-1,1-difluoroallyl)oxy)-3-ethyl-2-methoxybenzene ClC=1C=C(C=C(C1)Cl)C(C(F)(F)OC1=C(C(=CC=C1)CC)OC)=C